4-(5-(1,5-dimethyl-1H-pyrazol-4-yl)benzo[d]oxazol-2-yl)picolinic acid CN1N=CC(=C1C)C=1C=CC2=C(N=C(O2)C2=CC(=NC=C2)C(=O)O)C1